C(C)N(C(C)C)C(C)C N-Ethyl-di-isopropyl-amine